CN(C)CC1=CC=C(C=C1)F N,N-dimethyl-4-fluorobenzylamine